(E)-N8-hydroxy-N1-(1-methoxypropane-2-yl)-2-((naphthalen-1-yloxy)methyl)-2-octenediamide ONC(CCCC/C=C(/C(=O)NC(COC)C)\COC1=CC=CC2=CC=CC=C12)=O